C(C1=CC=CC=C1)OC(=O)Cl.BrC=1C=CC(=NC1)C1CCN(CC1)C(=O)OCC1=CC=CC=C1 Benzyl 4-(5-bromopyridin-2-yl)piperidine-1-carboxylate Benzyl-carbonchloridate